N-(azetidin-3-yl)propionamide acetate C(C)(=O)O.N1CC(C1)NC(CC)=O